(8-Methyl-1,3,4,5-tetrahydropyrido[4,3-b]indol-2-yl)-[2-(trifluoromethyl)-1H-imidazol-4-yl]-methanone CC1=CC=2C3=C(NC2C=C1)CCN(C3)C(=O)C=3N=C(NC3)C(F)(F)F